C1(CC1)NC=1C2=C(N=CN1)N(C=C2)[C@H]2[C@](O)([C@H](O)[C@H](O2)CO)C 4-cyclopropylamino-7-(2-C-methyl-β-D-ribofuranosyl)-7H-pyrrolo[2,3-d]pyrimidine